Cl/C=C/CN[C@@H]1CCC2=CC=CC=C12 trans-N-(3-chloroallyl)-1(R)-aminoindan